CC1=NOC(=C1)NC1=C2N=CN(C2=NC(=N1)N1CCOCC1)N=CC1=CC(=CC=C1)C 3-methyl-N-(9-((3-methylbenzylidene)amino)-2-morpholino-9H-purin-6-yl)isoxazol-5-amine